ClCCNC(C)C N-(2-chloroethyl)isopropylamine